[OH-].CO methanol, Hydroxide salt